5-fluoro-3,3-bis(6-(((R)-2-hydroxypentyl)oxy)benzo[d][1,3]dioxol-5-yl)indolin-2-one FC=1C=C2C(C(NC2=CC1)=O)(C1=CC2=C(OCO2)C=C1OC[C@@H](CCC)O)C1=CC2=C(OCO2)C=C1OC[C@@H](CCC)O